(R)-N-(3-(7-methyl-1H-indazol-5-yl)-1-(4-(1-(methyl-d3)piperidin-4-yl)piperazin-1-yl)-1-oxopropan-2-yl)-4-(6-oxo-2,3,6,7-tetrahydrothieno[2,3-b]pyridin-5-yl)piperidine-1-carboxamide CC=1C=C(C=C2C=NNC12)C[C@H](C(=O)N1CCN(CC1)C1CCN(CC1)C([2H])([2H])[2H])NC(=O)N1CCC(CC1)C1=CC2=C(NC1=O)SCC2